3-(sec-butyl)-4-(3-(3-hydroxypyrrolidin-1-yl)propanoyl)-1,3,4,5-tetrahydro-2H-benzo[1,4]diazepin-2-one C(C)(CC)C1C(NC2=C(CN1C(CCN1CC(CC1)O)=O)C=CC=C2)=O